6-((3aS,7aR)-7a-fluoro-1-oxooctahydro-2H-pyrrolo[3,4-c]pyridin-2-yl)-2-Methylnicotinic acid F[C@@]12[C@@H](CNCC1)CN(C2=O)C2=NC(=C(C(=O)O)C=C2)C